1-(1-Methyl-piperidin-4-yl)-1H-[1,2,3]triazole-4-carboxylic acid {2-oxo-2-[4-(3-trifluoromethyl-phenoxy)-piperidin-1-yl]-ethyl}-amide O=C(CNC(=O)C=1N=NN(C1)C1CCN(CC1)C)N1CCC(CC1)OC1=CC(=CC=C1)C(F)(F)F